Quinoline-4,6-dione N=1C=CC(C2=CC(C=CC12)=O)=O